(S)-4-Chloro-5-((1-(3-oxo-3-(4-(5-(trifluoromethyl)pyrimidin-2-yl)piperazin-1-yl)propoxy)propan-2-yl)thio)pyridazin-3(2H)-one ClC=1C(NN=CC1S[C@H](COCCC(N1CCN(CC1)C1=NC=C(C=N1)C(F)(F)F)=O)C)=O